FC=1C(=CC2=C(N=C(O2)C)C1)N 5-fluoro-2-methyl-1,3-benzoxazol-6-amine